C(C)(C)(C)OC(=O)N1[C@@H]2[C@H](NC[C@H]1CC2)CCOC(C)=O (1S,2R,5R)-2-(2-Acetoxyethyl)-3,8-diazabicyclo[3.2.1]octane-8-carboxylic acid tert-butyl ester